FC=1C=C(C=CC1F)C(CC(=O)OC)CCI methyl 3-(3,4-difluorophenyl)-5-iodopentanoate